mesityleneboronic acid C1(=C(C(=CC(=C1)C)C)B(O)O)C